N~2~-{[4-(pentyloxy)phenyl]carbonyl}-N-(1,2,3,4-tetrahydronaphthalene-1-yl)leucinamide C(CCCC)OC1=CC=C(C=C1)C(=O)N[C@@H](CC(C)C)C(=O)NC1CCCC2=CC=CC=C12